tert-Butyl (3-cyano-7-fluoro-4-(5-fluoro-3-((3S)-3-((1-methoxypropan-2-yl)(methyl)amino)pyrrolidin-1-yl)-7,9-dihydrofuro[3,4-f]quinazolin-6-yl)thieno[3,2-c]pyridin-2-yl)carbamate C(#N)C1=C(SC2=C1C(=NC=C2F)C=2C1=C(C=3C=NC(=NC3C2F)N2C[C@H](CC2)N(C)C(COC)C)COC1)NC(OC(C)(C)C)=O